N-(4-((4-methoxypiperidin-1-yl)methyl)thiazol-2-yl)-2-methyl-5-(3-(trifluoromethyl)phenyl)furan-3-carboxamide COC1CCN(CC1)CC=1N=C(SC1)NC(=O)C1=C(OC(=C1)C1=CC(=CC=C1)C(F)(F)F)C